2-(4-(4-(aminomethyl)-1-oxo-1,2-dihydrophthalazin-6-yl)-1-methyl-1H-pyrazol-5-yl)-1-naphthonitrile NCC1=NNC(C2=CC=C(C=C12)C=1C=NN(C1C1=C(C2=CC=CC=C2C=C1)C#N)C)=O